ClC1=C(C=CC(=C1)Cl)C[C@H](C[C@@H]([C@@H](C(C)(C)C)O)N1N=CNC1=S)C 2-[(2R,4S,5R)-1-(2,4-Dichlorophenyl)-5-hydroxy-2,6,6-trimethylheptane-4-yl]-2,4-dihydro-3H-1,2,4-triazol-3-thione